FC(C=1C=C(OC2=NC(=NC=C2)C2=CC=C(C=C2)C(F)(F)F)C=CC1)(F)F 4-(3-trifluoromethyl-phenoxy)-2-(4-tri-fluoromethylphenyl)-pyrimidine